NC[C@H]([C@H](CC)C)NC([C@H](CC=1SC2=C(N1)C=CC(=C2)C(C)C)NC(CCC)=O)=O N-((S)-1-(((2S,3S)-1-amino-3-methylpentan-2-yl)amino)-3-(6-isopropylbenzo[d]thiazol-2-yl)-1-oxopropan-2-yl)butyramide